COC1=C(C=C(C=C1)C=CC(=O)C1=C(C(=O)O)C=CC=C1)C 2-[3-(4-Methoxy-3-methylphenyl)prop-2-enoyl]benzoic acid